CS(=O)(=O)[O-].NC1=C(C=CC=C1)C1=C(C=CC=C1)CC(C)(C)P(C1=C(C=CC=C1)C1=C(C=C(C=C1C(C)C)C(C)C)C(C)C)C(C)(C)C.[Pd+] palladium(1+) 2'-amino-1,1'-biphenyl-2-yl-di-tert-butyl[2',4',6'-tris(propan-2-yl)-[1,1'-biphenyl]-2-yl]phosphane methanesulfonate